tert-butyl (6-methyl-5-nitropyridin-2-yl)carbamate CC1=C(C=CC(=N1)NC(OC(C)(C)C)=O)[N+](=O)[O-]